(1r,3r)-3-((4-Methyl-4H-1,2,4-triazol-3-yl)methyl)-3-(3-(7-(trifluoromethyl)benzo[d]oxazol-2-yl)phenyl)cyclobutane-1-carbonitrile CN1C(=NN=C1)CC1(CC(C1)C#N)C1=CC(=CC=C1)C=1OC2=C(N1)C=CC=C2C(F)(F)F